3-(2-fluoro-4-methyl-phenyl)-4-[2-[(3S)-1-(3-fluoropropyl)pyrrolidin-3-yl]oxypyrimidin-5-yl]-2H-thiochromen-7-ol FC1=C(C=CC(=C1)C)C=1CSC2=CC(=CC=C2C1C=1C=NC(=NC1)O[C@@H]1CN(CC1)CCCF)O